2-[(diphenylmethylidene)amino]-3-[6-(3-methyl-2-oxo-1,3-benzoxazol-5-yl)-1-benzothiophen-2-yl]propanenitrile C1(=CC=CC=C1)C(C1=CC=CC=C1)=NC(C#N)CC=1SC2=C(C1)C=CC(=C2)C=2C=CC1=C(N(C(O1)=O)C)C2